(1S,2S)-N-(6-(5-chloro-7-(dimethylamino)-6-fluoro-1-(tetrahydro-2H-pyran-2-yl)-1H-indazol-4-yl)imidazo[1,2-a]pyridin-2-yl)-2-fluorocyclopropane-1-carboxamide ClC=1C(=C2C=NN(C2=C(C1F)N(C)C)C1OCCCC1)C=1C=CC=2N(C1)C=C(N2)NC(=O)[C@H]2[C@H](C2)F